(3-chloro-4-methyl-1-(pyrazin-2-yl)-1H-pyrrolo[2,3-b]pyridin-5-yl)(4-fluoropiperidin-1-yl)methanone ClC1=CN(C2=NC=C(C(=C21)C)C(=O)N2CCC(CC2)F)C2=NC=CN=C2